Nicotinamide Bisulphite S(O)(O)=O.C(C1=CN=CC=C1)(=O)N